4,6-diiodoisobenzofuran-1,3-dione IC1=C2C(OC(C2=CC(=C1)I)=O)=O